(S)-5-(5-Cyclopropyl-1,2,4-oxadiazol-3-yl)-2,3-dihydrospiro[inden-1,4'-oxazolidin]-2'-on C1(CC1)C1=NC(=NO1)C=1C=C2CC[C@]3(NC(OC3)=O)C2=CC1